C(C)C=1C=NN(C1)CC=1C=C(C=CC1OC1=CC=CC=C1)N1C(N(C(NC1=O)=O)C1=CC=CC=C1)=O 1-{3-[(4-Ethyl-1H-pyrazol-1-yl)methyl]-4-phenoxyphenyl}-3-phenyl-1,3,5-triazine-2,4,6-trione